3-amino-4-(4-trifluoromethylphenyl)-butyric acid NC(CC(=O)O)CC1=CC=C(C=C1)C(F)(F)F